C(C=C)(=O)O.C(C=C)(=O)O.C(C=C)(=O)O.C=1(O)C(O)=CC=CC1 catechol triacrylate